1,1,6-trimethylindan CC1(CCC2=CC=C(C=C12)C)C